C[C@]12[C@H](CN(C1)CC1CCOCC1)C[C@H](C2)NC=2N=NC(=CC2)C2=C(C(=CC(=C2)F)F)F (3aS,5R,6aR)-3a-methyl-2-((tetrahydro-2H-pyran-4-yl)methyl)-N-(6-(2,3,5-trifluorophenyl)pyridazin-3-yl)octahydrocyclopenta[c]pyrrol-5-amine